2,5-bis(trifluoromethyl)terephthalic acid monosodium [Na].FC(C1=C(C(=O)O)C=C(C(=C1)C(=O)O)C(F)(F)F)(F)F